C1(CC1)C1=NC=NC(=C1C=1N=CC2=C(N(C(OC23CC3)=O)CC3=CC(=C(C=C3)C=3N(C=C(N3)C(F)(F)F)C)F)N1)OC 7'-(4-cyclopropyl-6-methoxypyrimidin-5-yl)-1'-(3-fluoro-4-(1-methyl-4-(trifluoromethyl)-1H-imidazol-2-yl)benzyl)spiro[cyclopropane-1,4'-pyrimido[4,5-d][1,3]oxazin]-2'(1'H)-one